BrC1=CC=C(C=C1)C1(COC1)N[S@](=O)C(C)(C)C |r| (±)-N-(3-(4-bromophenyl)oxetan-3-yl)-2-methylpropane-2-sulfinamide